FC(C(C(=C(C(C(F)(F)F)(F)F)F)F)(F)F)(F)F 1,1,1,2,2,3,4,5,5,6,6,6-dodecafluoro-3-hexene